FC1=C(C(=O)NC2=CC=C(C=C2)C2=CC=C(C=C2)C(F)(F)F)C=C(C(=C1)O)NS(=O)(=O)C 2-fluoro-4-hydroxy-5-(methylsulfonylamino)-N-(4'-(trifluoromethyl)-[1,1'-biphenyl]-4-yl)benzamide